(2S)-2-(dipropylamino)propanoic acid C(CC)N([C@H](C(=O)O)C)CCC